tert-butyl 2-(4-((4,4-difluorocyclohexyl)amino)-6-morpholinopyrimidin-2-yl)-1H-pyrrole-1-carboxylate FC1(CCC(CC1)NC1=NC(=NC(=C1)N1CCOCC1)C=1N(C=CC1)C(=O)OC(C)(C)C)F